[Cl-].C(CCCCCCCCCCCCC)(=O)OCCN(CCOC(CCCCCCCCCCCCC)=O)C(C[N+](C)(C)C)=O O,O'-ditetradecanoyl-N-(trimethylammonioacetyl)diethanolamine chloride